C(C1=CC=CC=C1)C1=C(SC2=C1CN([C@H](C=1N2C(=NN1)C)C)C(=O)NCC)C (S)-3-benzyl-N-ethyl-2,6,9-trimethyl-4H-thieno[3,2-f][1,2,4]triazolo[4,3-a][1,4]diazepine-5(6H)-carboxamide